NC=1C(=C2N=CC(N(C2=CC1)[C@@H](C)C1=CC(=CC=C1)OC(F)(F)F)=O)CO[Si](C)(C)C(C)(C)C (S)-6-amino-5-(((tert-butyldimethylsilyl)oxy)methyl)-1-(1-(3-(trifluoromethoxy)phenyl)ethyl)quinoxalin-2(1H)-one